FC=1C(=NC=C(C1)C(F)(F)F)N1C(SC2=C1C=CC(=C2)O)=O (3-fluoro-5-(trifluoromethyl)pyridin-2-yl)-6-hydroxybenzothiazol-2(3H)-one